2-[4-[(1S)-1-(4-chlorophenyl)-7-isopropoxy-6-methoxy-3-oxo-1,4-dihydroisoquinolin-2-yl]-N-methyl-anilino]acetic acid ClC1=CC=C(C=C1)[C@@H]1N(C(CC2=CC(=C(C=C12)OC(C)C)OC)=O)C1=CC=C(N(C)CC(=O)O)C=C1